1-Ethoxy-2-methyl-1,3-Butadiene-1,3-diol C(C)OC(=C(C(=C)O)C)O